(S)-1-(2-methylpiperidine-1-yl)-2-(pyridin-3-yl)ethan-1-one C[C@@H]1N(CCCC1)C(CC=1C=NC=CC1)=O